N-[(4-cyclopropanesulfonylpyridin-2-yl)methyl]-3-(6-ethoxypyrazin-2-yl)bicyclo[1.1.1]pentane-1-carboxamide C1(CC1)S(=O)(=O)C1=CC(=NC=C1)CNC(=O)C12CC(C1)(C2)C2=NC(=CN=C2)OCC